2-(3-(5-amino-2-propylcyclohexyl)pentan-3-yl)-4-propylcyclohexane-1-amine NC1CCC(C(C1)C(CC)(CC)C1C(CCC(C1)CCC)N)CCC